C[Si]1(CCC(CCC1)NC(=O)C1=CC=2C(=CN=C(C2F)C)N1)C N-(1,1-dimethylsilepan-4-yl)-4-fluoro-5-methyl-1H-pyrrolo[2,3-c]pyridine-2-carboxamide